(3R)-3-(Methoxycarbonyl)pyrrolidin COC(=O)[C@H]1CNCC1